OC=1C(=C(C(=C2C(C(=C(OC12)C1=CC=C(C=C1)OC)OC)=O)OC)OC)OC hydroxy-3,5,6,7,4'-pentamethoxyflavone